FC([C@@H](N)C1=CN(C2=CC(=C(C=C12)F)C1=C(C=C(C=C1)F)C(F)(F)F)CC(C)(C)C)F (S)-2,2-difluoro-1-(5-fluoro-6-(4-fluoro-2-(trifluoromethyl)phenyl)-1-neopentyl-1H-indol-3-yl)ethan-1-amine